1-Isopropyl-3,5-bis(4-methoxybenzylidene)piperidin-4-one C(C)(C)N1CC(C(C(C1)=CC1=CC=C(C=C1)OC)=O)=CC1=CC=C(C=C1)OC